Cl.Cl.N1CC(C1)CNCC=1C=CC(=C(C(=O)NC2=CC=C(C=C2)S(=O)(=O)N2CCN(CC2)C2=NC(=CC(=N2)C#N)C)C1)N(S(=O)(=O)C)C 5-(((Azetidin-3-ylmethyl)amino)methyl)-N-(4-((4-(4-cyano-6-methylpyrimidin-2-yl)piperazin-1-yl)sulfonyl)phenyl)-2-(N-methylmethylsulfonamido)benzamide dihydrochloride